N-((1R,3S)-3-((7-chloro-3-(trifluoromethyl)naphthalen-1-yl)amino)cyclohexyl)-3-cyanobenzamide ClC1=CC=C2C=C(C=C(C2=C1)N[C@@H]1C[C@@H](CCC1)NC(C1=CC(=CC=C1)C#N)=O)C(F)(F)F